1,2-bis(phenylsulfinyl)ethylpalladium diacetate C(C)(=O)[O-].C(C)(=O)[O-].C1(=CC=CC=C1)S(=O)C(CS(=O)C1=CC=CC=C1)[Pd+2]